OC[C@@H](C)S(=O)(=O)NC1=CC(=C(C(=O)NC2=NC(=CC(=C2)C)N2CCOCC2)C=C1)N1CCC2(CC2)CC1 (R)-4-((2-Hydroxy-1-methyl-ethyl)sulfonamido)-N-(4-methyl-6-morpholino-pyridin-2-yl)-2-(6-azaspiro[2.5]octan-6-yl)benzamide